tert-butyl methyl(2-(4-nitro-1H-pyrazol-1-yl)propyl)carbamate CN(C(OC(C)(C)C)=O)CC(C)N1N=CC(=C1)[N+](=O)[O-]